{[(2S)-4-methylpentan-2-yl]oxy}benzamide CC(C[C@H](C)OC1=C(C(=O)N)C=CC=C1)C